1-Tert-butyl (3-(4-chlorophenyl)prop-2-yn-1-yl)carbamate ClC1=CC=C(C=C1)C#CCNC(OC(C)(C)C)=O